bicyclo(2.2.2)octa-5-ene-2,3-dicarboxylic anhydride C12C3C(C(C=C1)CC2)C(=O)OC3=O